(E)-3-{2,2-dimethyl-8-[3-(trifluoromethyl)phenyl]-2H-chromen-6-yl}-N-(4-methoxyphenyl)acrylamide CC1(OC2=C(C=C(C=C2C=C1)/C=C/C(=O)NC1=CC=C(C=C1)OC)C1=CC(=CC=C1)C(F)(F)F)C